silver-platinum-tungsten [W].[Pt].[Ag]